tert-butyl (2S,4R)-2-[2-(6-{2-[ethyl(propan-2-yl)carbamoyl]-4-fluorophenoxy}-1,2,4-triazin-5-yl)-2,7-diazaspiro[3.5]nonane-7-carbonyl]-4-fluoropyrrolidine-1-carboxylate C(C)N(C(=O)C1=C(OC2=C(N=CN=N2)N2CC3(C2)CCN(CC3)C(=O)[C@H]3N(C[C@@H](C3)F)C(=O)OC(C)(C)C)C=CC(=C1)F)C(C)C